3-Quinolin-4-yl-pyridine-2,6-diamine N1=CC=C(C2=CC=CC=C12)C=1C(=NC(=CC1)N)N